ClC1=CC=CC2=C1N=C(S2)N 4-chloro-2-aminobenzothiazole